4-(3-bromobenzyl)-1,2,4-oxadiazol-5(4H)-one BrC=1C=C(CN2C=NOC2=O)C=CC1